Methylcyclohexadiene CC1=CC=CCC1